C1(=CC=CC=C1)C1(N(CCNC1C(=O)N)C(=O)N)C1=CC=CC=C1 diphenylpiperazine-1,3-dicarboxamide